BrCC(=O)NC1=CC(=CC(=C1)NC(CBr)=O)NC(CBr)=O 1,3,5-tris-(bromoacetamido)benzene